4-(4-chlorophenyl)-1-(4-phenylbutyl)piperidine ClC1=CC=C(C=C1)C1CCN(CC1)CCCCC1=CC=CC=C1